2-(4-morpholinyl-benzyl-phenyl)-1-butanone N1(CCOCC1)C1=CC=C(CC2=C(C=CC=C2)C(C=O)CC)C=C1